(S)-2-(3-(2-chloro-7-(1-methoxyethyl)pyrazolo[1,5-a]pyrimidin-6-yl)ureido)-N-(cyclopropylmethoxy)-4-methylpyrimidine-5-carboxamide ClC1=NN2C(N=CC(=C2[C@H](C)OC)NC(NC2=NC=C(C(=N2)C)C(=O)NOCC2CC2)=O)=C1